C(C=C)(=O)OCC(C(C(C(C(C(C(C(COC(C=C)=O)(F)F)(F)F)(F)F)(F)F)(F)F)(F)F)(F)F)(F)F 1,10-Diacryloyloxy-2,2,3,3,4,4,5,5,6,6,7,7,8,8,9,9-hexadecafluorodecane